N=1C=NN2C1C=C(C=C2)OC2=C(C=C(C=C2)NC2=NC=NC1=C2C2=C(CCN(CC2)C(=O)OC(C)(C)C)S1)C tert-Butyl 4-((4-([1,2,4]triazolo[1,5-a]pyridin-7-yloxy)-3-methylphenyl)amino)-8,9-dihydro-5H-pyrimido[5',4':4,5]thieno[2,3-d]azepine-7(6H)-carboxylate